C(C)(C)(C)OC(N[C@H]1CN(CC[C@H]1OC)C(C1=CC(=C(C(=C1)F)NCCOC)N)=O)=O ((3S,4R)-1-(3-amino-5-fluoro-4-((2-methoxyethyl)amino)benzoyl)-4-methoxypiperidin-3-yl)carbamic acid tert-butyl ester